BrC1=CC2=C(NC3(CN(CC3)C(=O)C3=CC=C(C=C3)NC(C=C)=O)C(N2C)=O)N=C1 N-(4-(7-bromo-1-methyl-2-oxo-1,4-dihydro-2H-spiro[pyrido[2,3-b]pyrazine-3,3'-pyrrolidine]-1'-carbonyl)phenyl)acrylamide